Cl.S1N=CC=C1C1=C(C=CC=C1C[C@@H]1CNCCO1)C1=CC=C(C#N)C=C1 4-[2-isothiazol-5-yl-3-[[(2R)-morpholin-2-yl]methyl]phenyl]benzonitrile hydrochloride